C(C1=CC=CC=C1)N1C=CC=2C1=NC=CC2C2=NC(=CC(=N2)C2(CC2)[S@](=NC(C(C)(C)C)=O)(=O)C(C)(C)C)Cl (R)-N-((1-(2-(1-benzyl-1H-pyrrolo[2,3-b]pyridin-4-yl)-6-chloropyrimidin-4-yl)cyclopropyl)(tert-butyl)(oxo)-λ6-sulfaneylidene)pivalamide